phenanthren-3-yl-2-bromoacetate C1=CC(=CC=2C3=CC=CC=C3C=CC12)OC(CBr)=O